1-ethoxy-2-methyl-propane C(C)OCC(C)C